1-{[(5s,7s)-3-({1-[4-cyano-3-(trifluoromethyl)phenyl]-1H-1,2,3-triazol-4-yl}methyl)-2-oxo-1-oxa-3-azaspiro[4.5]dec-7-yl]methyl}-1H-benzimidazole-6-carbonitrile C(#N)C1=C(C=C(C=C1)N1N=NC(=C1)CN1C(O[C@]2(C1)C[C@H](CCC2)CN2C=NC1=C2C=C(C=C1)C#N)=O)C(F)(F)F